N(=[N+]=[N-])C(C)(C)C1=CC=C(C(=N1)C)OC 6-(2-azidopropan-2-yl)-3-methoxy-2-methylpyridine